N1N=CC(=C1)C1=NC2=CC=C(C=C2C=C1C=1C=NNC1)NC(=O)NCC(CC)O 1-(2,3-di(1H-pyrazol-4-yl)quinolin-6-yl)-3-(2-hydroxybutyl)urea